1-(oxetan-2-ylmethyl)-1H-thieno[2,3-d]imidazole-5-carboxamide O1C(CC1)CN1C=NC2=C1C=C(S2)C(=O)N